COC(=O)N1[C@H](CCC2=C3C(=CC=C12)N(C(=N3)CC3=CC=CC=C3)[C@@H]3C[C@H](CCC3)C(=O)OC)C (7S)-2-benzyl-3-[(1S,3S)-3-methoxycarbonylcyclohexyl]-7-methyl-8,9-dihydro-7H-imidazo[4,5-f]quinoline-6-carboxylic acid methyl ester